tert-butyl N-[2-[4-(6-chloropyridazin-3-yl)morpholin-2-yl]ethyl]-N-methyl-carbamate ClC1=CC=C(N=N1)N1CC(OCC1)CCN(C(OC(C)(C)C)=O)C